C(=O)C=1C(=CC(=NC1)C(=O)NC)C 5-formyl-N,4-dimethylpyridine-2-carboxamide